4-(4-chlorophenyl)-2,3,9-trimethyl-6H-thieno[3,2-f][1,2,4]triazolo[4,3-a][1,4]diazepine-6-acetic acid 1,1-dimethylethyl ester CC(C)(C)OC(CC1C=2N(C3=C(C(=N1)C1=CC=C(C=C1)Cl)C(=C(S3)C)C)C(=NN2)C)=O